C(C)(=O)N1C[C@H](N(CC1)C([C@H](C(C)(C)C)NC(=O)C1=CC2=C(S1)C=CC(=C2)C(F)(F)P(O)(O)=O)=O)C(=O)N2C[C@@H](OCC2)C2=CC=CC=C2 ((2-(((S)-1-((S)-4-acetyl-2-((S)-2-phenylmorpholine-4-carbonyl)piperazin-1-yl)-3,3-dimethyl-1-oxobutan-2-yl)carbamoyl)benzo[b]thiophen-5-yl)difluoromethyl)phosphonic acid